[(2S,5R)-2-carbamoyl-7-oxo-1,6-diazabicyclo[3.2.1]oct-6-yl] bisulfate S(ON1[C@@H]2CC[C@H](N(C1=O)C2)C(N)=O)(O)(=O)=O